C1(C=CC=C1)[Zr+2]C1C=CC2=CC=CC=C12 (cyclopentadienyl)(indenyl)zirconium (IV)